2,4-bis(hexafluoroisopropoxy)-6-chloro-1,3,5-triazine FC(C(C(F)(F)F)OC1=NC(=NC(=N1)OC(C(F)(F)F)C(F)(F)F)Cl)(F)F